BrC=1C=C(C(=NC1)[N+](=O)[O-])NC[C@@H](C(=O)O)NC(=O)OC(C)(C)C (S)-3-((5-bromo-2-nitropyridin-3-yl)amino)-2-((tert-butoxycarbonyl)amino)propanoic acid